N,N'-(((oxybis(ethane-2,1-diyl))bis(oxy))bis(ethane-2,1-diyl))bis(2-chloroacetamide) O(CCOCCNC(CCl)=O)CCOCCNC(CCl)=O